3-benzyl-1-(trans-4-((5-cyano-4-(5-(hydroxymethyl)pyridin-3-yl)pyrimidin-2-yl)amino)-cyclohexyl)-1-(5-(1-methyl-1H-pyrazol-4-yl)pyridin-2-yl)urea C(C1=CC=CC=C1)NC(N(C1=NC=C(C=C1)C=1C=NN(C1)C)[C@@H]1CC[C@H](CC1)NC1=NC=C(C(=N1)C=1C=NC=C(C1)CO)C#N)=O